4,4,4-Trifluoro-1-{9-[methyl-(7H-pyrrolo[2,3-d]pyrimidin-4-yl)-amino]-3-aza-spiro[5.5]undec-3-yl}-butan-1-one FC(CCC(=O)N1CCC2(CC1)CCC(CC2)N(C=2C1=C(N=CN2)NC=C1)C)(F)F